N-methyl-pyrrol CN1C=CC=C1